5-benzyl-3-((1-isopropyl-1H-indazole-4-carboxamido)methyl)-4,5-dihydroisoxazole C(C1=CC=CC=C1)C1CC(=NO1)CNC(=O)C=1C=2C=NN(C2C=CC1)C(C)C